Cl.CNC1CC1 N-methyl-(cyclopropyl)amine hydrochloride